N-acetyl-4-chloro-3-trifluoromethyl-aniline tert-butyl-4-[3-[(4-cyano-2-fluoro-phenyl)methylsulfanyl]pyrazol-1-yl]piperidine-1-carboxylate C(C)(C)(C)OC(=O)N1CCC(CC1)N1N=C(C=C1)SCC1=C(C=C(C=C1)C#N)F.C(C)(=O)NC1=CC(=C(C=C1)Cl)C(F)(F)F